N1(N=CC=C1)C1=CC=C(C=C1)C1=NNC2=NC=C(C=C21)C2=CC=C(C=C2)N2CCN(CC2)C 3-(4-(1H-pyrazol-1-yl)phenyl)-5-(4-(4-methylpiperazin-1-yl)phenyl)-1H-pyrazolo[3,4-b]pyridine